CCCCCO 4-methyl-butan-ol